C(C)OC(=O)C=1N=C2N(C=C(C=C2OC)C=2NC3=CC=C(C=C3C2C(C)C)C2CCN(CC2)C(=O)OC(C)(C)C)C1 6-(5-(1-(tert-Butoxycarbonyl)piperidin-4-yl)-3-isopropyl-1H-indol-2-yl)-8-methoxyimidazo[1,2-a]pyridine-2-carboxylic acid ethyl ester